C(C)(C)(C)OC(=O)N1CC2(C1)CC(C2)(O)C2=CC(=CC=C2)C2CC2 6-(3-cyclopropylphenyl)-6-hydroxy-2-azaspiro[3.3]Heptane-2-carboxylic acid tert-butyl ester